BrC1=CC(=C(C=C1)[C@H]1[C@@H](CC1)O)OC Trans-2-(4-bromo-2-methoxyphenyl)cyclobutan-1-ol